zinc aluminum hydroxide carbonate hydrate O.C([O-])([O-])=O.[OH-].[Al+3].[Zn+2]